N-((2-(6-((cis)-2,6-dimethylmorpholino)pyridin-2-yl)-1,6-naphthyridin-7-yl)methyl)-3-((trans)-4-hydroxypyrrolidin-2-yl)-4-methylbenzamide C[C@@H]1O[C@@H](CN(C1)C1=CC=CC(=N1)C1=NC2=CC(=NC=C2C=C1)CNC(C1=CC(=C(C=C1)C)[C@@H]1NC[C@H](C1)O)=O)C